FC(CC)(F)C1=CC=C(C#N)C=C1 4-(1,1-difluoropropyl)benzonitrile